7,7,10-trimethyl-6a,7,12,12a-tetrahydro-6H,13H-thiochromeno[3',4':5,6]thiopyrano[4,3-b]quinoline CC1(C2C(NC3=CC(=CC=C13)C)C1=C(SC2)C=2C=CC=CC2SC1)C